(2-(Diphenylphosphanyl)phenyl)methylamine C1(=CC=CC=C1)P(C1=C(C=CC=C1)CN)C1=CC=CC=C1